FC1=CC(=C(C=C1)NC=1C2=C(N=CN1)C=CC(=N2)OCC(=O)N2CCNCC2)OC(C)C 2-((4-((4-fluoro-2-isopropoxyphenyl)amino)pyrido[3,2-d]pyrimidin-6-yl)oxy)-1-(piperazin-1-yl)ethan-1-one